OCCN(C1=CC=C(C=C1)N)CCO N,N-bis(2-hydroxyethyl)-p-phenylene-diamine